C(C)C(C(=O)[O-])C(=O)C(CC)(CC)CC.[Al+3].C(C)C(C(=O)[O-])C(=O)C(CC)(CC)CC.C(C)C(C(=O)[O-])C(=O)C(CC)(CC)CC aluminum tetraethylacetoacetate